4,5-dimethyl-pyrrole-2-formaldehyde CC=1C=C(NC1C)C=O